1-(2-ethylhexylaminomethyl)benzotriazoleN C(C)C(CNCN1N=NC2=C1C=CC=C2)CCCC